C1(=CC=C(C=C1)[B-](F)(F)F)C p-tolyltrifluoroborate